BrC=1N=C(OC1)C(=O)O 4-Bromo-1,3-oxazole-2-carboxylic acid